ethyl 2,2-difluoroethylacetate FC(CCC(=O)OCC)F